(1r,3r)-3-morpholinocyclobutan-1-amine O1CCN(CC1)C1CC(C1)N